O=C1[C@@]2([C@H](C(N1C1=CC=CC=C1)=O)CN[C@@H]2C2=CC=CC=C2)C2=CC=CC=C2 (1R,3R,3aS,6aS)-4,6-dioxo-3,3a,5-triphenyloctahydropyrrolo[3,4-c]pyrrole